[10-(carboxymethylthio)decylthio]acetic acid C(=O)(O)CSCCCCCCCCCCSCC(=O)O